Cl.NCCOC(CC)O (2-aminoethoxy)propan-1-ol hydrochloride